(S)-1-(2-(3,4-dichloro-5-methyl-1H-pyrrole-2-carboxamido)-5-(5-oxo-4,5-dihydro-1H-tetrazol-1-yl)phenyl)pyrrolidin-3-aminium chloride [Cl-].ClC1=C(NC(=C1Cl)C)C(=O)NC1=C(C=C(C=C1)N1N=NNC1=O)N1C[C@H](CC1)[NH3+]